Tris(2-vinyl-3-methyl-6-isopropylphenyl)phosphate C(=C)C1=C(C(=CC=C1C)C(C)C)OP(=O)(OC1=C(C(=CC=C1C(C)C)C)C=C)OC1=C(C(=CC=C1C(C)C)C)C=C